(S)-N-(3-((1-(6-(2-(ethyl(isopropyl)carbamoyl)-4-fluorophenoxy)-1,2,4-triazin-5-yl)pyrrolidin-3-yl)methyl)-3-azaspiro[5.5]undec-9-yl)thiazole-4-carboxamide C(C)N(C(=O)C1=C(OC2=C(N=CN=N2)N2C[C@@H](CC2)CN2CCC3(CC2)CCC(CC3)NC(=O)C=3N=CSC3)C=CC(=C1)F)C(C)C